C(C)OC(=O)C=1NC=C(C1C)C(=O)C=1C=NC(=CC1)C(F)(F)F 3-methyl-4-(6-(trifluoromethyl)pyridine-3-carbonyl)-1H-pyrrole-2-carboxylic acid ethyl ester